(S)-N-((S)-1-((3R,5'S)-5'-cyano-5-fluoro-2-oxospiro[indoline-3,3'-pyrrolidine]-1'-yl)-3-(2-fluorophenyl)-1-oxopropan-2-yl)-3,3-dimethyl-2-(2,2,2-trifluoroacetylamino)butanamide C(#N)[C@@H]1C[C@@]2(CN1C([C@H](CC1=C(C=CC=C1)F)NC([C@H](C(C)(C)C)NC(C(F)(F)F)=O)=O)=O)C(NC1=CC=C(C=C12)F)=O